3-(methylamino)benzenesulfinamide CNC=1C=C(C=CC1)S(=O)N